Naphthyl sulfonamido thiophosphate P1(=S)(OC2=CC=CC3=CC=CC=C23)OS(=O)(=O)NO1